C1=CC(=O)C(C(=C1)C(=O)O)N The molecule is an oxo carboxylic acid that is the 2,3-dihydro-3-oxo tautomer of 3-hydroxyanthranilic acid. It is an oxo carboxylic acid and an amino acid. It is a conjugate acid of a 2,3-dihydro-3-oxoanthranilate. It is a tautomer of a 3-hydroxyanthranilic acid.